CC1=NC(=C(C(=O)O)C=C1Br)C(Br)Br methyl-5-bromo-2-(dibromomethyl)nicotinic acid